C(#N)C=1C=NN2C1C(=CC(=C2)C=2C=NN(C2)C)C2=CC=C(C=C2)N2CCN(CC2)S(=O)(=O)NC 4-(4-(3-cyano-6-(1-methyl-1H-pyrazol-4-yl)pyrazolo[1,5-a]pyridin-4-yl)phenyl)-N-methylpiperazine-1-sulfonamide